(6R)-6-{[2-(4-methoxyphenyl)-8-methyl-[1,2,4]triazolo[1,5-c]quinazolin-5-yl]amino}-1,4-diazepin-5-one COC1=CC=C(C=C1)C1=NN2C(=NC=3C=C(C=CC3C2=N1)C)NC=1C(N=CC=NC1)=O